5-((4-(4-((4-(4-(2,4-dioxotetrahydropyrimidin-1(2H)-yl)phenyl)piperazin-1-yl)methyl)piperidin-1-yl)-3-fluorophenyl)amino)-3-(4-methylpiperazin-1-yl)-1,2,4-triazine-6-carboxamide O=C1N(CCC(N1)=O)C1=CC=C(C=C1)N1CCN(CC1)CC1CCN(CC1)C1=C(C=C(C=C1)NC=1N=C(N=NC1C(=O)N)N1CCN(CC1)C)F